CN1N=C(C2=CC=C(C=C12)N1CCC(CC1)CN1CCNCC1)C1C(NC(CC1)=O)=O 3-(1-methyl-6-(4-(piperazin-1-ylmethyl)piperidin-1-yl)-1H-indazol-3-yl)piperidine-2,6-dione